FC(C1=NN=C(O1)C=1C=CC(=NC1)CN1C(N(C2=C1C=C(C(=C2)C2=C1C=CNC1=CC=C2)F)C2CCN(CC2)CC(F)(F)F)=O)F 1-((5-(5-(difluoromethyl)-1,3,4-oxadiazole-2-yl)pyridine-2-yl)methyl)-6-fluoro-5-(1H-indole-4-yl)-3-(1-(2,2,2-trifluoroethyl)piperidine-4-yl)-1,3-dihydro-2H-benzo[d]imidazole-2-one